(6-hydroxy-9-methyl-[1,2,4]triazolo[5,1-a]isoquinoline-5-carbonyl)glycine OC1=C(N2C(C3=CC(=CC=C13)C)=NC=N2)C(=O)NCC(=O)O